2-methyl-propanamine CC(CN)C